4-bromo-2,3-dihydro-1-benzofuran-7-carboxylic acid methyl ester COC(=O)C1=CC=C(C=2CCOC21)Br